COC1=CC=C(C=C1)C(OC[C@@H]1[C@@H](C[C@@H](O1)N1C(NC=C1)=O)O)(C1=CC=CC=C1)C1=CC=C(C=C1)OC 3-[(2R,4R,5R)-5-[[bis(4-methoxyphenyl)-phenyl-methoxy]methyl]-4-hydroxy-tetrahydrofuran-2-yl]-1H-imidazol-2-one